tert-butyl 3,3-dimethyl-4-(6-methyl-5-oxo-4H-pyrazine-2-carbonyl)piperazine-1-carboxylate CC1(CN(CCN1C(=O)C=1N=C(C(NC1)=O)C)C(=O)OC(C)(C)C)C